4-(2-(N-(4-carboxy-3-(cyclopropylmethoxy)phenyl)methylsulfonylamino)ethyl)morpholin-4-ium C(=O)(O)C1=C(C=C(C=C1)CS(=O)(=O)NCC[NH+]1CCOCC1)OCC1CC1